ClN[C@@H](CSSC[C@@H](C(=O)O)N)C(=O)O N-chlorocystine